2-(TRIFLUOROMETHYL)[1,2,4]TRIAZOLO[1,5-A]PYRIDIN-6-BORONIC ACID FC(C1=NN2C(C=CC(=C2)B(O)O)=N1)(F)F